C1(CCCC1)OC1=C(OC=2C(=NC=NC2)N2CC3(CCN(C3)CC3=CC=C4C(C(NC4=C3)=O)(C)C)CC2)C=CC(=C1)F 6-((7-(5-(2-(cyclopentyloxy)-4-fluorophenoxy)pyrimidin-4-yl)-2,7-diazaspiro[4.4]non-2-yl)methyl)-3,3-dimethylindolin-2-one